OC1CN(CCC1)CC(=O)N 3-hydroxypiperidin-1-yl-acetamide